2,2-Bis{[3-(dodecylthio)-1-oxopropoxy]methyl}propane-1,3-diyl bis[3-dodecylthiopropionate] C(CCCCCCCCCCC)CCC(=S)OCC(COC(CCCCCCCCCCCCCC)=S)(COC(CCSCCCCCCCCCCCC)=O)COC(CCSCCCCCCCCCCCC)=O